C1=C2C3=C(C(OC2=CC=C1)=O)C=CC=C3 benzo[1,2-c]chromen-6-one